ethylenebis(pentabromobiphenyl) C(CC1=C(C(=C(C(=C1Br)Br)Br)Br)C1=C(C=CC=C1)Br)C1=C(C(=C(C(=C1Br)Br)Br)Br)C1=C(C=CC=C1)Br